hydroxy-β-methyl-butyric acid OC(C(=O)O)C(C)C